FC(C)(F)C1=NC(=CC(=N1)NC1=CC(=NC=C1OC[C@@H]1CC12CC2)NC(C)=O)C (R)-N-(4-((2-(1,1-difluoroethyl)-6-methylpyrimidin-4-yl)amino)-5-(spiro[2.2]pentan-1-ylmethoxy)pyridin-2-yl)acetamide